C(C)(C)N1N=NC2=C1C=CC(=C2)/C=C/C(=O)OCC ethyl (E)-3-(1-isopropyl-1H-benzo[d][1,2,3]triazol-5-yl)acrylate